BrC1=C(C=C(C=C1)C(C(=O)OC)CC)F methyl 2-(4-bromo-3-fluorophenyl)butanoate